6-methoxy-2-(4-methyl-1,4-diazepan-1-yl)-7-(3-(pyrrolidin-1-yl)prop-1-yn-1-yl)-N-(tetrahydro-2H-pyran-4-yl)quinazolin-4-amine COC=1C=C2C(=NC(=NC2=CC1C#CCN1CCCC1)N1CCN(CCC1)C)NC1CCOCC1